C(C1=CC=CC=C1)OC1=CC=C2C(=N1)N(C(=C2)C=2N=C1N(C(=CC(=C1)C(=O)N1C[C@@H](CCC1)NC(OC(C)(C)C)=O)OC)C2C)CC2CC2 tert-butyl N-[(3R)-1-[2-[6-benzyloxy-1-(cyclopropylmethyl)pyrrolo[2,3-b]pyridin-2-yl]-5-methoxy-3-methyl-imidazo[1,2-a]pyridine-7-carbonyl]-3-piperidyl]carbamate